5-(2-butylpyridin-5-yl)-8-hydroxyquinoline C(CCC)C1=NC=C(C=C1)C1=C2C=CC=NC2=C(C=C1)O